ethyl 6-((2R,3S)-2,3-dimethylmorpholino)quinoline-4-carboxylate C[C@H]1OCCN([C@H]1C)C=1C=C2C(=CC=NC2=CC1)C(=O)OCC